rel-(1r,2r)-N1,N2-bis(2-pyridylmethylene)-1,2-cyclohexanediamine N1=C(C=CC=C1)C=N[C@H]1[C@@H](CCCC1)N=CC1=NC=CC=C1 |o1:8,9|